N-(4-(2-((1-(6-morpholino-9H-purin-8-yl)piperidin-4-yl)amino)-2-oxoethyl)phenyl)acrylamide O1CCN(CC1)C1=C2N=C(NC2=NC=N1)N1CCC(CC1)NC(CC1=CC=C(C=C1)NC(C=C)=O)=O